octadecene-9-ynoic acid C(C=CCCCCCC#CCCCCCCCC)(=O)O